[4-(2-aminopropan-2-yl)phenyl]-3-phenylquinoxaline NC(C)(C)C1=CC=C(C=C1)C1=NC2=CC=CC=C2N=C1C1=CC=CC=C1